copper-aluminum-iron [Fe].[Al].[Cu]